2-(1-(5-bromopyrimidin-2-yl)-3-methyl-Methyl 1,2,3,6-tetrahydropyridin-4-yl)acetate BrC=1C=NC(=NC1)N1C(C(C(=CC1)CC(=O)[O-])C)C